(12AR)-9-bromo-10-fluoro-6-oxo-3,4,12,12a-tetrahydro-6H-pyrazino[2,1-c][1,4]benzoxazepine-2(1H)-carboxylic acid tert-butyl ester C(C)(C)(C)OC(=O)N1C[C@@H]2COC3=C(C(N2CC1)=O)C=CC(=C3F)Br